C(#N)C1=CC=C(C=C1)[C@H]1N(OCC1)C(=O)NC1=C(C=CC(=C1)C1=CC=C2C(=N1)SC(=N2)NC(=O)C2CC2)C (S)-3-(4-cyanophenyl)-N-(5-(2-(cyclopropanecarboxamido)thiazolo[5,4-b]pyridin-5-yl)-2-methylphenyl)isoxazolidine-2-carboxamide